N=1N(N=CC1)C1=CC=C(C=C1)C1=CC(N(C=C1)CC[C@](C(=O)Cl)(S(=O)(=O)C)C)=O (R)-4-(4-(4-(2H-1,2,3-triazol-2-yl)phenyl)-2-oxopyridin-1(2H)-yl)-2-methyl-2-(methylsulfonyl)butanoyl chloride